N1N=C(N=C1)CNC(=O)C1=C(N(C2=NC(=C(C=C21)C)C)C2=C(C(=CC=C2C)O)C)N (S)-N-((1H-1,2,4-triazol-3-yl)methyl)-2-amino-1-(3-hydroxy-2,6-dimethylphenyl)-5,6-dimethyl-1H-pyrrolo[2,3-b]pyridine-3-carboxamide